[1,2,4]Triazine-1,4-dioxide [N+]1(=NC=[N+](C=C1)[O-])[O-]